6-((5-((((2-hexyldecyl)oxy)carbonyl)oxy)pentyl)(2-hydroxyethyl)amino)hexyl 4,4-bis(octyloxy)butanoate C(CCCCCCC)OC(CCC(=O)OCCCCCCN(CCO)CCCCCOC(=O)OCC(CCCCCCCC)CCCCCC)OCCCCCCCC